N1=NC(C=2C1=NC=NC2)=O PYRAZOLo[3,4-D]PYRIMIDIN-3-ON